dimethyl-N-hexadecylammonium C[NH+](CCCCCCCCCCCCCCCC)C